(E)-3-(4-(((2-(1H-indol-3-yl)ethyl)(tert-butoxycarbonyl)amino)methyl)phenyl)acrylic acid N1C=C(C2=CC=CC=C12)CCN(C(=O)OC(C)(C)C)CC1=CC=C(C=C1)/C=C/C(=O)O